NCCCC1=C(C=CC=C1OCCCCC#C)OCCCCC#C 4-(3-aminopropyl)-3,5-bis(hex-5-yn-1-yloxy)benzene